7-oxo-1,4-diazepine O=C1C=CN=CC=N1